C[C@@H]1CN(C[C@@H](N1)C)C1=CN=C(S1)C=1C=NC2=CC=C(C=C2C1)C=1N=CNC1C1=NC(=CC=C1)C 5-[(3R,5S)-3,5-dimethylpiperazin-1-yl]-2-[6-[5-(6-methyl-2-pyridyl)-1H-imidazol-4-yl]-3-quinolyl]thiazole